NC1=CC=C(C=C1)C(C)NC(OC(C)(C)C)=O tert-butyl (1-(4-aminophenyl)ethyl)carbamate